FC=1C=C(N)C=C(C1C=1C=NN(C1)C1OCCCC1)F 3,5-difluoro-4-(1-(tetrahydro-2H-pyran-2-yl)-1H-pyrazol-4-yl)aniline